COC(=O)C1CC2=NN(C(=C2CO1)C1=CC(=CC=C1)OC(F)F)C(C)C 3-(3-(difluoromethoxy)phenyl)-2-isopropyl-2,4,6,7-tetrahydropyrano[4,3-c]pyrazole-6-carboxylic acid methyl ester